N-[(1r,4r)-4-(3-chloro-4-cyanophenoxy)cyclohexyl]pyrazine-2-carboxamide ClC=1C=C(OC2CCC(CC2)NC(=O)C2=NC=CN=C2)C=CC1C#N